C1=CC=CC=2C3=CC=CC=C3C(C12)NCC=1C(=C(C=CC1)O)OC ((9H-fluoren-9-ylamino)methyl)-2-methoxyphenol